ClC=1C=NC=CC1CNC (3-chloro-4-pyridyl)methyl-methyl-amine